CN1C2=C(OCC1)N=CC(=C2C)S(=O)(=O)N2CCC1(C[C@H](CO1)NC[C@@H](COC1=CC(=CC=C1)S(=O)(=O)C1(CC1)CO)O)CC2 (S)-1-((R)-8-(1,8-dimethyl-2,3-dihydro-1H-pyrido[2,3-b][1,4]oxazin-7-ylsulfonyl)-1-oxa-8-azaspiro[4.5]decan-3-ylamino)-3-(3-(1-(hydroxymethyl)cyclopropylsulfonyl)phenoxy)propan-2-ol